bis-hydroxy-4-methoxybenzophenone OC=1C(=C(C(=O)C2=CC=CC=C2)C=CC1OC)O